amino-s-triazolo-[1,5-a]pyrimidine NC1=NN2C(N=CC=C2)=N1